C(C)(C)N1CC2=C(N=C(N=C2)C2=NNC(=C2C(C)C)C=2C=C(C=3N(C2)N=CN3)C)CC1 6-isopropyl-2-(4-isopropyl-5-(8-methyl-[1,2,4]triazolo[1,5-a]pyridin-6-yl)-1H-pyrazol-3-yl)-5,6,7,8-tetrahydropyrido[4,3-d]pyrimidine